(2S)-1-hydroxy-3-[(3S)-2-oxopiperidin-3-yl]propan-2-yl-2-(4-methoxy-1H-indole-2-carbonyl)-hexahydro-1H-cyclopenta[c]pyrrole-1-carboxamide OC[C@@H](C[C@H]1C(NCCC1)=O)C1(N(CC2C1CCC2)C(=O)C=2NC1=CC=CC(=C1C2)OC)C(=O)N